4-(3-Bromo-2-methoxyphenyl)-2-methyl-2H-1,2,3-triazole BrC=1C(=C(C=CC1)C1=NN(N=C1)C)OC